3-(5-METHYL-2-FURYL)-BUTANAL CC1=CC=C(O1)C(CC=O)C